1,3-dibromo-5-(tert-butyl)-2-(methoxymethoxy)benzene BrC1=C(C(=CC(=C1)C(C)(C)C)Br)OCOC